2-(5-(((1s,3s,4s,5r,7s)-4-fluoro-1,7-dimethyl-9-azabicyclo[3.3.1]non-3-yl)oxy)pyrazin-2-yl)-5-(1H-imidazol-1-yl)phenol F[C@@H]1[C@H](C[C@@]2(C[C@H](C[C@H]1N2)C)C)OC=2N=CC(=NC2)C2=C(C=C(C=C2)N2C=NC=C2)O